(S)-N-(4-(methylthio)benzyl)-1-(6-(4-(trifluoromethyl)phenyl)thieno[2,3-d]pyrimidin-4-yl)piperidine-3-carboxamide CSC1=CC=C(CNC(=O)[C@@H]2CN(CCC2)C=2C3=C(N=CN2)SC(=C3)C3=CC=C(C=C3)C(F)(F)F)C=C1